3-(4-((9-(4-(4-((R)-3-(4-amino-3-(4-phenoxyphenyl)-1H-pyrazolo[3,4-d]pyrimidin-1-yl)piperidin-1-yl)-4-oxobutyl)piperazin-1-yl)nonyl)amino)-1-oxoisoindoline-2-yl)piperidine-2,6-dione NC1=C2C(=NC=N1)N(N=C2C2=CC=C(C=C2)OC2=CC=CC=C2)[C@H]2CN(CCC2)C(CCCN2CCN(CC2)CCCCCCCCCNC2=C1CN(C(C1=CC=C2)=O)C2C(NC(CC2)=O)=O)=O